COC(C(C(CC(O)C1=C(C=CC=C1F)Cl)=O)=[N+]=[N-])=O 5-(2-chloro-6-fluorophenyl)-2-diazo-5-hydroxy-3-oxopentanoic acid methyl ester